acryloyloxysalicylaldehyde C(C=C)(=O)OOC=1C(C=O)=CC=CC1